(2s,3s)-2-({[(4-bromophenyl)amino]carbonyl}amino)-3-methylpentanoic acid BrC1=CC=C(C=C1)NC(=O)N[C@H](C(=O)O)[C@H](CC)C